[Pd].[La] lanthanum-palladium